FS(=O)(=O)OC=1C=C2C=CC(=CC2=CC1)C(=O)O 6-((fluorosulfonyl)oxy)-2-naphthoic acid